OC1=CC(=CC2=C1C(C(=C(O2)C2=CC(=C(C=C2)OCOC)O)OCOC)=O)OCOC 5-hydroxy-2-(3-hydroxy-4-(methoxymethyloxy)phenyl)-3,7-bis(methoxymethyloxy)-4H-benzopyran-4-one